(R)-7-Amino-3-(1-(but-2-ynoyl)piperidin-3-yl)-1-(4-phenoxyphenyl)-1,5-dihydro-4H-pyrazolo[3,4-d]pyridazin-4-on NC1=NNC(C2=C1N(N=C2[C@H]2CN(CCC2)C(C#CC)=O)C2=CC=C(C=C2)OC2=CC=CC=C2)=O